FC=1C=2N(C=C(C1)NC(=O)C1=CC(=C(C3=CN(N=C13)C)N1C[C@H](CC1)NC)OC)C=C(N2)C N-(8-fluoro-2-methyl-imidazo[1,2-a]pyridin-6-yl)-5-methoxy-2-methyl-4-[(3S)-3-(methylamino)pyrrolidin-1-yl]indazole-7-carboxamide